5-[4-[(R)-amino(4,5-dichloro-2-hydroxyphenyl)methyl]piperidine-1-carbonyl]-1,2-dihydropyridin-2-one N[C@H](C1CCN(CC1)C(=O)C=1C=CC(NC1)=O)C1=C(C=C(C(=C1)Cl)Cl)O